ClC1=CC=C(CN2N(C3=C(CN(CC3)C([2H])([2H])C3=CC(=CC(=C3)F)F)C2=O)CCO)C=C1 2-(4-chlorobenzyl)-5-((3,5-difluorophenyl)methyl-d2)-1-(2-hydroxyethyl)-1,2,4,5,6,7-hexahydro-3H-pyrazolo[4,3-c]pyridin-3-one